O=C1C=C2N(C=3C=CC=CC3C2=O)C1 2-oxo-9H-pyrrolo[1,2-a]indol-9-one